BrC1=CC=2N(CC3N(C2C=C1)CCC(C3)C(=O)O)S(=O)(=O)C3=CC(=CC=C3)C(F)(F)F 3-bromo-5-((3-(trifluoromethyl)phenyl)sulfonyl)-6,6a,7,8,9,10-hexahydro-5H-pyrido[1,2-a]Quinoxaline-8-carboxylic acid